4-(4-chlorophenyl)-oxan-2-one ClC1=CC=C(C=C1)C1CC(OCC1)=O